(R)-5-{4-[4-(2,4-dimethylphenyl)piperazine-1-carbonyl]phenyl}-5-methylimidazolidine-2,4-dione CC1=C(C=CC(=C1)C)N1CCN(CC1)C(=O)C1=CC=C(C=C1)[C@@]1(C(NC(N1)=O)=O)C